5-(6-(4-methoxyphenyl)-7-oxo-2,3-diphenyl-4,7-dihydropyrazolo[1,5-a]pyrimidin-5-ylamino)pyrazine-2-carbonitrile COC1=CC=C(C=C1)C1=C(NC=2N(C1=O)N=C(C2C2=CC=CC=C2)C2=CC=CC=C2)NC=2N=CC(=NC2)C#N